8-[5-(4-benzyloxycarbonylpiperazin-1-yl)pyrimidin-2-yl]-3,8-diazabicyclo[3.2.1]octane-3-carboxylate C(C1=CC=CC=C1)OC(=O)N1CCN(CC1)C=1C=NC(=NC1)N1C2CN(CC1CC2)C(=O)[O-]